7-((4-(2-methyl-6-(methylcarbamoyl)pyridin-3-yl)piperazin-1-yl)methyl)-3,9-difluoropyrazolo[1,5-a]quinoxalin-4(5H)-one CC1=NC(=CC=C1N1CCN(CC1)CC=1C=C2NC(C=3N(C2=C(C1)F)N=CC3F)=O)C(NC)=O